ClC=1C=CC(=C(C1)/C=C/C(=O)N[C@H]1CCCCCNC2=CC=C(C=C2C2=CNC1=N2)C(=O)O)N2N=NN=C2 (S)-14-[(E)-3-(5-chloro-2-tetrazol-1-yl-phenyl)-acryloylamino]-8,16,18-triaza-tricyclo[13.2.1.02,7]octadeca-1(17),2,4,6,15(18)-penta-ene-4-carboxylic acid